O1C(CCC=C1)CCC(=O)Cl 3,4-dihydro-2H-Pyran-2-propionic acid chloride